[Si](C)(C)(C(C)(C)C)OC1CC(OC1)CNC=1C=NN(C1)C anti-N-[[4-[tert-butyl(dimethyl)silyl]-oxytetrahydrofuran-2-yl]methyl]-1-methyl-pyrazol-4-amine